C1(=CC=CC=C1)C1=C(C=O)C=CC(=C1)C=O 2-phenylterephthalaldehyde